3-Fluoro-5-((6-morpholino-1-oxoisoquinolin-2(1H)-yl)methyl)-N-((1-(oxetan-3-yl)piperidin-4-yl)methyl)benzamide FC=1C=C(C(=O)NCC2CCN(CC2)C2COC2)C=C(C1)CN1C(C2=CC=C(C=C2C=C1)N1CCOCC1)=O